C(CC)C(C(=O)O)(C(C(=O)O)(CCC)C(C)C)C(C)C.C(C)(C)C(C(=O)OCCC)C(C(=O)OCCC)C(C)C di-n-propyl 2,3-diisopropyl-butanedioate (2,3-dipropyl diisopropyl succinate)